C(C)(=O)C1=C(C=C(C=C1)Cl)C=1C(=NN(C(C1)=O)[C@H](C(=O)NC1=CC(=C(C(=O)O)C=C1)F)CC1=CC=CC=C1)OC (S)-4-(2-(4-(2-acetyl-5-chlorophenyl)-3-methoxy-6-oxopyridazin-1(6H)-yl)-3-phenylpropanamido)-2-fluorobenzoic acid